pentaerythritol tetrakis(beta-(3,5-di-tert-butyl 4-hydroxyphenyl) propionate) C(C)(C)(C)C=1C=C(C=C(C1O)C(C)(C)C)CCC(=O)OCC(COC(CCC1=CC(=C(C(=C1)C(C)(C)C)O)C(C)(C)C)=O)(COC(CCC1=CC(=C(C(=C1)C(C)(C)C)O)C(C)(C)C)=O)COC(CCC1=CC(=C(C(=C1)C(C)(C)C)O)C(C)(C)C)=O